FC(C(=O)[O-])(F)F.C(C1=CC=CC=C1)NP(=O)(OCCSC(C(C)(C)C)=O)OCC1C(C(C(O1)[N+]1=CC(=CC=C1)C(N)=O)O)O 1-(5-((((Benzylamino)(2-(pivaloylthio)ethoxy)phosphoryl)oxy)methyl)-3,4-dihydroxytetrahydrofuran-2-yl)-3-carbamoylpyridin-1-ium Trifluoroacetate salt